C(#N)C(C)(C)C1=CC=C(OC=2C=CC(=C(C2)C2=NNC=C2NC(=O)C=2C=NN3C2N=CC=C3)OC(F)F)C=C1 N-[3-[5-[4-(1-cyano-1-methyl-ethyl)phenoxy]-2-(difluoromethoxy)phenyl]-1H-pyrazol-4-yl]pyrazolo[1,5-a]pyrimidine-3-carboxamide